tristyryl-pinacol borate B(O)(O)O.C(=CC1=CC=CC=C1)C(C(O)(C)C(C)(C)O)(C=CC1=CC=CC=C1)C=CC1=CC=CC=C1